C(CCCCCCCCC(=O)[O-])(=O)OC(COC(CCCCCCCCCCCCCCC)=O)COC(CCCCCCCCCCCCCCC)=O 1-(1,3-bis(palmitoyloxy) propan-2-yl) sebacate